ClC1=C(C2=C(C(=N1)C(=C)OCC)C(=NN2C2CC2)C2[C@H]1CN(C[C@@H]21)C(=O)OC(C)(C)C)F tert-butyl (1R,5S,6r)-6-(6-chloro-1-cyclopropyl-4-(1-ethoxyvinyl)-7-fluoro-1H-pyrazolo[4,3-c]pyridin-3-yl)-3-azabicyclo[3.1.0]hexane-3-carboxylate